BrC1=C(C=C2C(N(C(NC2=C1)=O)C1=CN=CC2=CC=CC=C12)=O)OC 7-bromo-3-(4-isoquinolinyl)-6-methoxy-1H-quinazoline-2,4-dione